[Na].FC1=C(C(=C(C(=C1F)O)F)F)S(=O)(=O)O 2,3,5,6-tetrafluoro-4-hydroxybenzenesulfonic acid sodium